(11S,11aS)-allyl 11-((tert-butyldimethylsilyl)oxy)-8-((5-iodopentyl)oxy)-7-methoxy-2-methyl-5-oxo-11,11a-dihydro-1H-benzo[e]pyrrolo[1,2-a][1,4]diazepine-10(5H)-carboxylate [Si](C)(C)(C(C)(C)C)O[C@H]1[C@H]2N(C(C3=C(N1C(=O)OCC=C)C=C(C(=C3)OC)OCCCCCI)=O)C=C(C2)C